ClC1=C(C#N)C(=CC(=C1)C=C(C)C)CC 2-chloro-6-ethyl-4-(2-methylpropan-1-en-1-yl)benzonitrile